C1C(O1)C2=NC=CC=N2 oxiranylpyrimidine